(E)-N-hydroxy-3-(4-((3-(4-methoxyphenethyl)-2,4-dioxo-3,4-dihydroquinazolin-1(2H)-yl)methyl)phenyl)acryl-amide ONC(\C=C\C1=CC=C(C=C1)CN1C(N(C(C2=CC=CC=C12)=O)CCC1=CC=C(C=C1)OC)=O)=O